OCC(C(=O)N1[C@H]([C@H](CC1)NS(=O)(=O)C)CC=1C(=C(C=CC1)C1=CC(=CC(=C1)F)F)F)(C)C N-{(2S,3S)-1-(3-hydroxy-2,2-dimethylpropionyl)-2-[(2,3',5'-trifluoro[1,1'-biphenyl]-3-yl)methyl]pyrrolidin-3-yl}methanesulfonamide